NC=1C=NN(C1)CC1=C(C(=C(C=N1)N1C([C@@H]2C[C@@H]2C1)=O)C)F (1R,5S)-3-(6-((4-Amino-1H-pyrazol-1-yl)methyl)-5-fluoro-4-methylpyridin-3-yl)-3-azabicyclo[3.1.0]hexan-2-one